N-(4-(2-(2-aminopyridin-3-yl)-5-phenyl-3H-imidazo[4,5-b]pyridin-3-yl)benzyl)-5-(5-hydroxy-3-methyl-1H-pyrazol-1-yl)picolinamide NC1=NC=CC=C1C1=NC=2C(=NC(=CC2)C2=CC=CC=C2)N1C1=CC=C(CNC(C2=NC=C(C=C2)N2N=C(C=C2O)C)=O)C=C1